2-(2,6-dimethyl-4H-pyran-4-ylidene)malononitrile CC=1OC(=CC(C1)=C(C#N)C#N)C